FC1=CC=C(C=C1)[C@H]1CN(CC12CCN(CC2)C([C@@H](C(C)C)NC(C2=NC=CC(=C2)C)=O)=O)C N-((R)-1-((R)-4-(4-fluorophenyl)-2-methyl-2,8-diazaspiro[4.5]decan-8-yl)-3-methyl-1-oxobutan-2-yl)-4-methylpicolinamide